C(C)OC(CC(=O)NCC1(CCCC1)C(=O)OCC)=O Ethyl 1-((3-ethoxy-3-oxopropanamido)methyl)cyclopentanecarboxylate